ClC1=C(C(=NN1C)C1=NOC(=C1)C)CN1C[C@]2(CC1)CN(CC2)CCC(C)(C)C (R)-3-(5-Chloro-4-((7-(3,3-dimethylbutyl)-2,7-diazaspiro[4.4]nonan-2-yl)methyl)-1-methyl-1H-pyrazol-3-yl)-5-methylisoxazole